FC1=CC(=CC2=C1N=C(S2)C=2CCNCC2)C=2N=C(C=1N(C2)C=C(N1)C)C 6-[4-fluoro-2-(1,2,3,6-tetrahydropyridin-4-yl)-1,3-benzothiazol-6-yl]-2,8-dimethylimidazo[1,2-a]pyrazine